trans-N-(4-((6-Chloropyridin-3-yl)oxy)cyclohexyl)-5-(4-chlorophenoxy)-N,2,2-trimethylpentanamide ClC1=CC=C(C=N1)O[C@@H]1CC[C@H](CC1)N(C(C(CCCOC1=CC=C(C=C1)Cl)(C)C)=O)C